C(C=C)(=O)OCCC[Si](C)(C)OCC acryloxypropylethoxydimethylsilane